1-(6-bromo-2,3-dihydrobenzofuran-2-carbonyl)-5-fluoroindoline-6-sulfonamide BrC1=CC2=C(CC(O2)C(=O)N2CCC3=CC(=C(C=C23)S(=O)(=O)N)F)C=C1